(S)-tert-butyl 4-(6-chloro-1-(4,6-diisopropylpyrimidin-5-yl)-7-(2-fluorophenyl)-2-oxo-1,2-dihydropyrido[2,3-d]pyrimidin-4-yl)-3-methylpiperazine-1-carboxylate ClC1=CC2=C(N(C(N=C2N2[C@H](CN(CC2)C(=O)OC(C)(C)C)C)=O)C=2C(=NC=NC2C(C)C)C(C)C)N=C1C1=C(C=CC=C1)F